1-(2,2-dimethylcyclopropyl)3-bromo-4-methoxybenzene CC1(C(C1)C1=CC(=C(C=C1)OC)Br)C